CC1=C2C(=NC=3CCNCC13)CN(C2)C(CC2CN(C2)C2=CC(=NC=C2)C(F)(F)F)=O 1-(9-Methyl-1,3,5,6,7,8-hexahydro-2,4,7-triaza-cyclopenta[b]naphthalen-2-yl)-2-[1-(2-trifluoromethyl-pyridin-4-yl)-azetidin-3-yl]-ethanone